FC1=CC=CC2=C1[C@H]([C@H]([C@H](O2)C)O)NC(=O)C=2C=NC(=CC2)C2=C1C(=NC=C2)NC=C1 N-[(2R,3R,4R)-5-Fluoro-3-hydroxy-2-methyl-3,4-dihydro-2H-1-benzopyran-4-yl]-6-{1H-pyrrolo[2,3-b]pyridin-4-yl}pyridine-3-carboxamide